4-(1-((pyridin-3-ylmethyl)amino)ethyl)isoquinolin-1(2H)-one N1=CC(=CC=C1)CNC(C)C1=CNC(C2=CC=CC=C12)=O